C(C)(C)C1=CNC=2C1=NC(=CC2)CC2=C(C=C(C=C2C)C2=NN=NN2CC(=O)O)C 2-(5-(4-((3-isopropyl-1H-pyrrolo[3,2-b]pyridin-5-yl)methyl)-3,5-dimethylphenyl)-1H-tetrazol-1-yl)acetic acid